C(OC1=CC=C(C=C1)[N+](=O)[O-])(OCCCC=C)=O 4-nitrophenyl pent-4-en-1-yl carbonate